7-((2-((7-chloro-1,2,3,4-tetrahydroisoquinolin-6-yl)amino)-5-(trifluoromethyl)pyrimidin-4-yl)amino)isoindolin-1-one ClC1=C(C=C2CCNCC2=C1)NC1=NC=C(C(=N1)NC=1C=CC=C2CNC(C12)=O)C(F)(F)F